Glutaminyl-valyl-Glycine N[C@@H](CCC(N)=O)C(=O)N[C@@H](C(C)C)C(=O)NCC(=O)O